[Br-].[Br-].C1(=CC=C(C=C1)C[N+]1=CC(=C(C=C1)C)C)C[N+]1=CC(=C(C=C1)C)C 1,1'-[1,4-phenylenedi(methylene)]bis(3,4-dimethylpyridin-1-ium) dibromide